ethyl 4-(((1S,2R,3R,4R,5S)-2,3-dihydroxy-1-(hydroxymethyl)-6,8-dioxabicyclo[3.2.1]octan-4-yl)amino)-2-(trifluoromethyl)pyrimidine-5-carboxylate O[C@H]1[C@@]2(CO[C@H]([C@@H]([C@H]1O)NC1=NC(=NC=C1C(=O)OCC)C(F)(F)F)O2)CO